ClC=1C=CC2=C(N=C(O2)CS)C1 (5-chlorobenzo[d]oxazol-2-yl)methyl mercaptan